[Cl-].CC=1C(=CC=2C(C3=CC=CC=C3SC2C1C)=O)OCC(C[N+](C)(C)C)O [3-(3,4-dimethyl-9-oxothioxanth-2-yl)oxy-2-hydroxypropyl]-trimethylammonium chloride